FC1(CN(CC([C@H]1O)(C)C)C1=NC=CC(=N1)NC=1N=CC2=C(C=CC(=C2C1)C(C)C)N1CC(C1)CS(=O)(=O)C)F (4R)-3,3-difluoro-1-[4-({8-[3-(methanesulfonylmeth-yl)azetidin-1-yl]-5-(propan-2-yl)isoquinolin-3-yl}amino)pyrimidin-2-yl]-5,5-dimethylpiperidin-4-ol